2-(2-isopropylpyridin-3-yl)-7-methyl-9-(4-(1-methyl-4-(trifluoromethyl)-1H-imidazol-2-yl)benzyl)-7,9-dihydro-8H-purin-8-one C(C)(C)C1=NC=CC=C1C1=NC=C2N(C(N(C2=N1)CC1=CC=C(C=C1)C=1N(C=C(N1)C(F)(F)F)C)=O)C